3-(1-((1r,4r)-4-(cyanomethyl)cyclohexyl)-1,6-dihydroimidazo[4,5-d]pyrrolo[2,3-b]pyridin-2-yl)azetidine-1-carboxylic acid ethyl ester C(C)OC(=O)N1CC(C1)C1=NC=2C(=C3C(=NC2)NC=C3)N1C1CCC(CC1)CC#N